4-(2,6-dimethyl-3-nitropyridin-4-ylamino)phenethylcarbamic acid tert-butyl ester C(C)(C)(C)OC(NCCC1=CC=C(C=C1)NC1=C(C(=NC(=C1)C)C)[N+](=O)[O-])=O